C(C1=CC=CC=C1)OC1=NC=C(C(=N1)OCC1=CC=CC=C1)C1=CC=C(C(=O)O)C=C1 4-(2,4-bis(benzyloxy)pyrimidin-5-yl)benzoic acid